8-methyl-3-(3-oxo-3-(4-(3-(trifluoromethyl)phenyl)piperazin-1-yl)propyl)pyrimido[5,4-b]quinolin-4(3H)-one CC1=CC=2C=C3C(=NC2C=C1)C(N(C=N3)CCC(N3CCN(CC3)C3=CC(=CC=C3)C(F)(F)F)=O)=O